ClC1=CC=C(S1)CNC1=CC(=NN1C(C(C)(C)C)=O)C1NCCN(C1)S(=O)(=O)C 1-(5-[(5-chlorothiophen-2-yl)methyl]amino-3-(4-methanesulfonylpiperazin-2-yl)-1H-pyrazol-1-yl)-2,2-dimethylpropan-1-one